dilauryl S-phenyl dithiophosphite P(OCCCCCCCCCCCC)(SCCCCCCCCCCCC)SC1=CC=CC=C1